tert-butyl 2-oxo-1-(3-oxocyclobutyl)-6-(4,4,5,5-tetramethyl-1,3,2-dioxaborolan-2-yl)spiro[indole-3,4'-piperidine]-1'-carboxylate O=C1N(C2=CC(=CC=C2C12CCN(CC2)C(=O)OC(C)(C)C)B2OC(C(O2)(C)C)(C)C)C2CC(C2)=O